CS(=O)(=O)C1=CC(=CC2=C1C=CCCC2)C(=O)N (methylsulfonyl)-6,7-dihydro-5H-benzo[7]annulene-3-carboxamide